C(C)C1(CCC1)C1=C(C(=C2C=NC(=NN21)N[C@H]2[C@@H](COCC2)O)F)C#N 7-(1-ethylcyclobutyl)-5-fluoro-2-(((3S,4R)-3-hydroxytetrahydro-2H-pyran-4-yl)amino)pyrrolo[2,1-f][1,2,4]triazine-6-carbonitrile